1-(((3S)-1-((3-ethynyl-3-hydroxy-1-azetidinyl)sulfonyl)-3-piperidinyl)carbonyl)-N-(2-fluoro-4-(trifluoromethyl)benzyl)-D-prolinamide C(#C)C1(CN(C1)S(=O)(=O)N1C[C@H](CCC1)C(=O)N1[C@H](CCC1)C(=O)NCC1=C(C=C(C=C1)C(F)(F)F)F)O